N-(4-(3-(4-(tert-butyl)benzoyl)thioureido)phenyl)-2-methoxybenzamide C(C)(C)(C)C1=CC=C(C(=O)NC(NC2=CC=C(C=C2)NC(C2=C(C=CC=C2)OC)=O)=S)C=C1